BrC=1C2=C(C(N(C1)C)=O)N(C(=C2)C(=O)OCCC)S(=O)(=O)C2=CC=C(C)C=C2 propyl 4-bromo-6-methyl-7-oxo-1-p-toluenesulfonyl-6,7-dihydro-1H-pyrrolo[2,3-c]pyridine-2-carboxylate